ethyl-3-[4-(hydroxymethyl)-2-methyl-1,3-dioxolan-2-yl]propanoate C(C)OC(CCC1(OCC(O1)CO)C)=O